8-(4-bromo-2-fluorobenzyl)-2-(methylsulfonyl)pyrido[2,3-d]Pyrimidin-7(8H)-one BrC1=CC(=C(CN2C(C=CC3=C2N=C(N=C3)S(=O)(=O)C)=O)C=C1)F